trans-3-((3-fluoro-4-(1-((4-(4-((5-fluoro-4-(3-(piperidin-1-yl)phenyl)pyrimidin-2-yl)amino)piperidine-1-carbonyl)cyclohexyl)methyl)piperidin-4-yl)phenyl)amino)piperidine-2,6-dione FC=1C=C(C=CC1C1CCN(CC1)C[C@@H]1CC[C@H](CC1)C(=O)N1CCC(CC1)NC1=NC=C(C(=N1)C1=CC(=CC=C1)N1CCCCC1)F)NC1C(NC(CC1)=O)=O